C(C1=CC=CC=C1)OC(CC(=O)[O-])=O.[K+] potassium monobenzyl-malonate salt